C[N+](C)(C)CC(=O)N(CCO)CCO trimethylammonioacetyl-diethanolamine